3-(isopropyl(methyl)amino)quinoxaline-6-carboxylic Acid C(C)(C)N(C=1C=NC2=CC=C(C=C2N1)C(=O)O)C